2-N-butyryl-3,4,6-tri-O-acetyl-D-glucosamine C(CCC)(=O)N[C@H]1C(O)O[C@@H]([C@H]([C@@H]1OC(C)=O)OC(C)=O)COC(C)=O